C1NCC2CC=CCC12 2,3,3a,4,7,7a-hexahydro-1H-isoindole